(4-(5-(pyridin-4-yl)isoxazol-3-yl)phenyl)acetamide N1=CC=C(C=C1)C1=CC(=NO1)C1=CC=C(C=C1)CC(=O)N